6-Chloro-3-(5-(4-methoxyphenyl)-1-propionyl-1H-pyrazol-3-yl)quinolin-2(1H)-one ClC=1C=C2C=C(C(NC2=CC1)=O)C1=NN(C(=C1)C1=CC=C(C=C1)OC)C(CC)=O